4-(prop-2-en-1-yl)piperidine-1,4-dicarboxylic acid 1-tert-butyl 4-methyl ester COC(=O)C1(CCN(CC1)C(=O)OC(C)(C)C)CC=C